C(CCCCCCCCCCCCCCC)(=O)NC1CC1 palmitoyl-cyclopropylamine